FC(C=1C=C2C=C(NC2=CC1)C(=O)O)(F)F 5-(trifluoromethyl)-1H-indole-2-carboxylic acid